1,2-diethoxycyclopentane C(C)OC1C(CCC1)OCC